N4-decanoyl-cytidine C(CCCCCCCCC)(=O)NC1=NC(N([C@H]2[C@H](O)[C@H](O)[C@@H](CO)O2)C=C1)=O